2-[1-[2-[4-[4-[(2,6-dioxo-3-piperidyl)amino]phenyl]-1-piperidyl]-2-oxo-ethyl]-4-piperidyl]-7-isopropoxy-N-[3-(trifluoromethyl)phenyl]imidazo[1,2-a]pyridine-6-carboxamide O=C1NC(CCC1NC1=CC=C(C=C1)C1CCN(CC1)C(CN1CCC(CC1)C=1N=C2N(C=C(C(=C2)OC(C)C)C(=O)NC2=CC(=CC=C2)C(F)(F)F)C1)=O)=O